C(C1=CC=CC=C1)N1C(CCCC1)=O Benzyl-piperidone